1-(2-ethoxy-6-fluorobenzyl)piperazine hydrochloride Cl.C(C)OC1=C(CN2CCNCC2)C(=CC=C1)F